(R)-4-(7-(3-aminopiperidin-1-yl)-3-(1-methyl-1H-indazol-5-yl)-3H-imidazo[4,5-b]pyridin-2-yl)-2-fluorobenzonitrile N[C@H]1CN(CCC1)C1=C2C(=NC=C1)N(C(=N2)C2=CC(=C(C#N)C=C2)F)C=2C=C1C=NN(C1=CC2)C